CC1=NC=CC(=C1)CNC(=O)C1CCN(CC1)C(=O)C1=NNC(=C1)C1=CC=NC=C1 N-[(2-methylpyridin-4-yl)methyl]-1-[5-(pyridin-4-yl)-1H-pyrazole-3-carbonyl]piperidine-4-carboxamide